methyl (E)-1-(4-(3-(trifluoromethoxy)styryl)benzyl)azetidine-3-carboxylate FC(OC=1C=C(/C=C/C2=CC=C(CN3CC(C3)C(=O)OC)C=C2)C=CC1)(F)F